ClC1=CC=C(C=C1)C1=C(CCC(C1)(C)C)CN1C2CN(CC1C2)CC=2C=C1C(N(C(C1=CC2)=O)C2C(NC(CC2)=O)=O)=O 5-((6-((4'-chloro-5,5-dimethyl-3,4,5,6-tetrahydro-[1,1'-biphenyl]-2-yl)methyl)-3,6-diazabicyclo[3.1.1]heptan-3-yl)methyl)-2-(2,6-dioxopiperidin-3-yl)isoindoline-1,3-dione